FC=1C=NC=CC1Br 3-fluoro-4-bromopyridine